NC=1N=NC(=CC1N1C[C@H]2CC[C@@H](C1)N2C2=NC=CC(=N2)C2CCN(CC2)C(=O)[O-])Cl 4-(2-((1R,5S)-3-(3-amino-6-chloropyridazin-4-yl)-3,8-diazabicyclo[3.2.1]octan-8-yl)pyrimidin-4-yl)piperidine-1-carboxylate